FC1=C(C(=CC=C1)F)C=1NC2=C(C3=C(N1)C(=NN3)C)C=C(N=C2)C=2C=NC(=CC2)C(F)(F)F 5-(2,6-difluorophenyl)-3-methyl-9-(6-(trifluoromethyl)pyridin-3-yl)-1,6-dihydropyrazolo[4,3-d]pyrido[4,3-f][1,3]diazepine